Cl.N1CCC(CC1)OC=1C=NC=CC1C(F)(F)F 3-(piperidin-4-yloxy)-4-(trifluoromethyl)pyridine hydrochloride